2-bromo-4,6-dinitroanilinediazonium BrC1=C(N[N+]#N)C(=CC(=C1)[N+](=O)[O-])[N+](=O)[O-]